(2-bromo-4-fluoro-5-nitrophenyl)-4-(1-methyl-1H-indol-3-yl)pyrimidin-2-amine BrC1=C(C=C(C(=C1)F)[N+](=O)[O-])C=1C(=NC(=NC1)N)C1=CN(C2=CC=CC=C12)C